N-[4-[2-(piperid-1-yl)ethyl]piperidin-1-yl]amid N1(CCCCC1)CCC1CCN(CC1)[NH-]